N-(1-(1-methylpiperidin-4-yl)-1H-pyrazol-4-yl)-3-(thieno[2,3-c]pyridin-2-yl)-1H-pyrrolo[2,3-b]pyridine-5-carboxamide CN1CCC(CC1)N1N=CC(=C1)NC(=O)C=1C=C2C(=NC1)NC=C2C2=CC=1C(=CN=CC1)S2